The molecule is an aldonic acid phosphate that is D-xylonic acid carrying a single phosphate group at the 5-position. It is a xylonic acid derivative and an aldonic acid phosphate. It derives from a D-xylonic acid. It is a conjugate acid of a 5-phospho-D-xylonate (3-). C([C@H]([C@@H]([C@H](C(=O)O)O)O)O)OP(=O)(O)O